(2,4-di-t-butylphenyl-4,4'-biphenyl) diphosphate OP(O)(=O)OP(=O)(O)O.C(C)(C)(C)C1=C(C=CC(=C1)C(C)(C)C)C1=CC=C(C=C1)C1=CC=CC=C1